COC1=NC=CC(=C1)C=1C=C(C=CC1)N(C(=O)C1CCCCC1)CC12CCC(CC1)(CC2)C(=O)O 4-((N-(3-(2-methoxypyridin-4-yl)phenyl)cyclohexanecarboxamido)methyl)bicyclo[2.2.2]octane-1-carboxylic acid